(3,5-difluoro-4-methoxyphenyl)(spiro[cyclopropane-1,3'-pyrido[2,3-b][1,4]oxazin]-1'(2'H)-yl)methanone FC=1C=C(C=C(C1OC)F)C(=O)N1C2=C(OC3(C1)CC3)N=CC=C2